2-(4-methyl-3-(methylsulfonyl)benzoyl)-2-azabicyclo[3.1.0]hexane-3-carboxamide CC1=C(C=C(C(=O)N2C3CC3CC2C(=O)N)C=C1)S(=O)(=O)C